CC=1C=C2C(=NC(=NC2=CC1)NC1=CC=C(C=C1)OC(F)(F)F)C(F)(F)F 6-methyl-N-(4-trifluoromethoxyphenyl)-4-trifluoromethylquinazolin-2-amine